O-Acetyl-citric acid C(C)(=O)OC(CC(O)(C(=O)O)CC(=O)O)=O